6-allyl-7-(1-acetyl-2-hydroxy-1-propenyl)-1-p-methylbenzenesulfonyl-2,3,4,5-tetrahydro-1H-azepine C(C=C)C=1CCCCN(C1C(=C(C)O)C(C)=O)S(=O)(=O)C1=CC=C(C=C1)C